[C@H](C)(CC)[C@@H]1N=C(C2=C(N(C1=O)CCC(=O)NS(=O)(=O)C)C=CC(=C2)Cl)C2=CC=CC=C2 3-((S)-3-((S)-sec-butyl)-7-chloro-2-oxo-5-phenyl-2,3-dihydro-1H-benzo[e][1,4]diazepin-1-yl)-N-(methylsulfonyl)propanamide